BrC1=CC=CC(=C1C=O)F 6-bromo-2-fluoro-benzaldehyde